(S)-1-((5-(5-(difluoromethyl)-1,3,4-oxadiazole-2-yl)pyridine-2-yl)methyl)-6-fluoro-3-(1-methylpyrrolidine-3-yl)-5-(pyridine-3-yl)-1,3-dihydro-2H-benzo[d]imidazole-2-one FC(C1=NN=C(O1)C=1C=CC(=NC1)CN1C(N(C2=C1C=C(C(=C2)C=2C=NC=CC2)F)[C@@H]2CN(CC2)C)=O)F